2-phenyl-9-[3-(9-phenyl-1,10-phenanthroline-2-yl)phenyl]-1,10-phenanthroline C1(=CC=CC=C1)C1=NC2=C3N=C(C=CC3=CC=C2C=C1)C1=CC(=CC=C1)C1=NC2=C3N=C(C=CC3=CC=C2C=C1)C1=CC=CC=C1